Tert-butyl (S)-3-(((7-bromo-4-hydroxyquinazolin-5-yl)oxy)methyl)piperazine-1-carboxylate BrC1=CC(=C2C(=NC=NC2=C1)O)OC[C@@H]1CN(CCN1)C(=O)OC(C)(C)C